ClC=1C=C2C3=C(N(C2=C(C1)C=1C=NC(=CC1)OC)CC(F)(F)F)C=NC=C3 6-Chloro-8-(6-methoxy-pyridin-3-yl)-9-(2,2,2-trifluoro-ethyl)-9H-pyrido[3,4-b]indole